C1(=CC=CC=C1)C(CC(=O)O)C(CC(=O)O)C1=CC=CC=C1 3,4-bisphenyl-hexane-1,6-dioic acid